5-[2-methyl-4-[(3S)-1-methylpyrrolidin-3-yl]oxy-pyrazol-3-yl]-N-pyrazolo[1,5-a]pyridin-2-yl-pyrazolo[1,5-a]pyridin-2-amine CN1N=CC(=C1C1=CC=2N(C=C1)N=C(C2)NC2=NN1C(C=CC=C1)=C2)O[C@@H]2CN(CC2)C